4-(pyrimidin-4-yl)aniline N1=CN=C(C=C1)C1=CC=C(N)C=C1